CN(CCCNC(C)=C1C(CC(CC1=O)(C)C)=O)C 2-(1-((3-(dimethylamino)propyl)amino)ethylidene)-5,5-dimethylcyclohexane-1,3-dione